C(C(C)C)[AlH]CC(C)C diisoButylaluminum hydride